guanosine phosphate P(=O)(O)(O)OC[C@@H]1[C@H]([C@H]([C@@H](O1)N1C=NC=2C(=O)NC(N)=NC12)O)O